FC(C(=O)O)(F)F.C1NCC12CCC(CC2)N2N=CC(=C2)C=2N=C(C=1N(C2)N=CC1C#N)C=1C=CC(=NC1)N1CCC(CC1)(C(=O)NC(C)C)CC 1-(5-(6-(1-(2-azaspiro[3.5]nonan-7-yl)-1H-pyrazol-4-yl)-3-cyanopyrazolo[1,5-a]pyrazin-4-yl)pyridin-2-yl)-4-ethyl-N-isopropylpiperidine-4-carboxamide trifluoroacetate